1-thia-4,8-diazaspiro[4.5]Decan-3-one S1CC(NC12CCNCC2)=O